COC(=O)C1=CN(C(=C1)C(C(=O)NC(C)(C)C)=O)C 5-(2-(tert-butylamino)-2-oxoacetyl)-1-methyl-1H-pyrrole-3-carboxylic acid methyl ester